4-[5-(2-aminoethyl)pyrimidin-2-yl]-3-[[4-(2-methylpropyl)triazol-1-yl]methyl]benzonitrile NCCC=1C=NC(=NC1)C1=C(C=C(C#N)C=C1)CN1N=NC(=C1)CC(C)C